FC1(CC1)C(=O)N1CC2(C1)C[C@@H](CC2)N2CCC(CC2)C2=C(C=CC=C2)O (R)-(1-fluorocyclopropyl)(6-(4-(2-hydroxyphenyl)piperidin-1-yl)-2-azaspiro[3.4]oct-2-yl)methanone